CN(C(=[N+](Cl)C)OC)C tetramethyl-chlorouronium